1-(difluoromethyl)-4-iodo-2-methyl-1H-imidazole FC(N1C(=NC(=C1)I)C)F